tert-Butyl 4-[4-[3-cyano-5-[2-methoxy-1-(2-pyridyl)ethoxy]imidazo[1,2-a]pyridin-7-yl]-5-methyl-triazol-1-yl]piperidine-1-carboxylate C(#N)C1=CN=C2N1C(=CC(=C2)C=2N=NN(C2C)C2CCN(CC2)C(=O)OC(C)(C)C)OC(COC)C2=NC=CC=C2